1-(2-methoxy-4-nitrophenyl)thiourea COC1=C(C=CC(=C1)[N+](=O)[O-])NC(=S)N